4-(N-(1-Hydroxypropan-2-yl)sulfamoyl)-N-(6-((R)-2-methylmorpholino)pyridin-2-yl)-2-(6-azaspiro[2.5]octan-6-yl)benzamide OCC(C)NS(=O)(=O)C1=CC(=C(C(=O)NC2=NC(=CC=C2)N2C[C@H](OCC2)C)C=C1)N1CCC2(CC2)CC1